BrC=1C=C(C(=NC1)C)C(F)F 5-bromo-3-(difluoromethyl)-2-methyl-pyridine